ClC=1C=CC(=NC1)OC=1C=C(C=CC1)NC(=S)NC(=O)C=1SC=CC1 N-[(3-(5-chloropyridine-2-oxy)phenyl)thiocarbamoyl]thiophene-2-carboxamide